(4-hydroxyphenyl)-butan OC1=CC=C(C=C1)CCCC